BrC=1SC=C(N1)C(=O)NC1=C(C=C(C=C1)NCCN1CCOCC1)N1CCCCC1 2-bromo-N-(4-((2-morpholinylethyl)amino)-2-(piperidin-1-yl)phenyl)thiazole-4-carboxamide